ethyl [6-chloro-4-(6,6-dimethyl-3,6-dihydro-2H-pyran-4-yl)-1H-imidazo[4,5-c]pyridin-2-yl]acetate ClC1=CC2=C(C(=N1)C=1CCOC(C1)(C)C)N=C(N2)CC(=O)OCC